7-chloro-3-(2-fluoro-3-methoxyphenyl)-N-((tetrahydrofuran-2-yl)methyl)-2,6-naphthyridine-1-amine ClC1=NC=C2C=C(N=C(C2=C1)NCC1OCCC1)C1=C(C(=CC=C1)OC)F